FC1=C(C(=CC(=C1)F)F)C(C)N1N=CC(=C1)N 1-(1-(2,4,6-trifluorophenyl)ethyl)-1H-pyrazol-4-amine